2-(3-phenyl-4-(((4-sulfamoylphenyl)amino)methyl)-1H-pyrazol-1-yl)thiazole-4-carboxylic acid C1(=CC=CC=C1)C1=NN(C=C1CNC1=CC=C(C=C1)S(N)(=O)=O)C=1SC=C(N1)C(=O)O